NC1CC(CC(C1)(CN)C)(C)C amino-3,3,5-trimethyl-5-aminomethyl-cyclohexane